FC=1C=C2[C@H](COCC2=C(C1)F)N1C[C@H](NCC1)C1=C(C=CC=C1)OC(C)C (R)-1-((R)-6,8-difluoroisochroman-4-yl)-3-(2-isopropoxyphenyl)piperazine